4-(4-Methoxyphenyl)-4-oxobutanoic acid COC1=CC=C(C=C1)C(CCC(=O)O)=O